Ethyl (2S)-3-[5-[bis(2-hydroxyethyl)amino]-1-methyl-benzimidazol-2-yl]-2-(tert-butoxycarbonylamino)propanoate OCCN(C1=CC2=C(N(C(=N2)C[C@@H](C(=O)OCC)NC(=O)OC(C)(C)C)C)C=C1)CCO